(2E)-1-(1-benzothien-2-yl)-2-Methyl-2-buten-1-one S1C(=CC2=C1C=CC=C2)C(\C(=C\C)\C)=O